[(1R)-1-[5-(acetonyloxymethyl)tetrazol-1-yl]ethyl]ethyl carbonate C(OCC[C@@H](C)N1N=NN=C1COCC(=O)C)([O-])=O